1,3,2-Diazaphospholene N1=PNCC1